ClC=1C(=NC(=C(C(=O)NC2=CC(=NC=C2)S(N)(=O)=O)C1)N1C[C@@H](C(CC1)(F)F)C)C (S)-5-chloro-2-(4,4-difluoro-3-methylpiperidin-1-yl)-6-methyl-N-(2-sulfamoylpyridin-4-yl)nicotinamide